3,4-dichlorobenzyl bromide ClC=1C=C(CBr)C=CC1Cl